ClC1=C(CN2C=3N(C4=CC=CC=C4C2=O)C=C(N3)C(=O)NC3=CC(=CC=C3)C(F)(F)F)C=CC=C1 4-(2-chlorobenzyl)-5-oxo-N-(3-(trifluoromethyl)phenyl)-4,5-dihydroimidazo[1,2-a]quinazoline-2-carboxamide